NC1=NC=CC2=CC(=CC=C12)CNC(=O)C=1C(=NC=C(C1)Cl)NCC1CCN(CC1)CC=1C=NC=CC1 N-[(1-amino-6-isoquinolinyl)methyl]-5-chloro-2-[[1-(3-pyridylmethyl)-4-piperidinyl]methylamino]pyridine-3-carboxamide